2-hydroxy-2-methyl-propionamidine OC(C(=N)N)(C)C